BrC1=C2C(=CC(=C1)C(=O)O)N(C(C21CN(CC1)C)=O)CC1=CC=C(C=C1)OC 4-bromo-1-(4-methoxybenzyl)-1'-methyl-2-oxospiro[indoline-3,3'-pyrrolidine]-6-carboxylic acid